1-((6-chloronaphthalen-2-yl)oxy)-3-(4-(3-fluoro-6-methoxypyridin-2-yl)piperazin-1-yl)propan-2-ol ClC=1C=C2C=CC(=CC2=CC1)OCC(CN1CCN(CC1)C1=NC(=CC=C1F)OC)O